N-((3S,4S)-4-fluoropyrrolidin-3-yl)-4-(7-methoxy-6-(oxetan-3-yl)imidazo[1,2-b]pyridazin-3-yl)pyrimidin-2-amine F[C@@H]1[C@H](CNC1)NC1=NC=CC(=N1)C1=CN=C2N1N=C(C(=C2)OC)C2COC2